C(C)(C)C1=NOC(=N1)N1C2CC(CC1CC2)N2CCC1(CC(NC1)=O)CC2 8-(8-(3-isopropyl-1,2,4-oxadiazol-5-yl)-8-azabicyclo[3.2.1]oct-3-yl)-2,8-diazaspiro[4.5]decan-3-one